FC(F)(F)C=1N=NC=CC1C(=O)O (trifluoromethyl)pyridazine-4-carboxylic acid